C1NCC2=CC(=CC=C12)C=1C=NC2=CC=C(C=C2C1)C=1N=CNC1C1=NC(=CC=C1)C 3-isoindolin-5-yl-6-[5-(6-methyl-2-pyridyl)-1H-imidazol-4-yl]quinoline